ClC1=CC=C(C=C1)C1=C(N(C=2C1=NC=CC2)CC=C)C(=O)OCC ethyl 3-(4-chlorophenyl)-1-(prop-2-en-1-yl)-1H-pyrrolo[3,2-b]pyridine-2-carboxylate